6-(7-(((3S)-3-hydroxy-3-methyl-1-piperidinyl)carbonyl)-2-quinoxalinyl)-2-methyl-1(2H)-isoquinolinone O[C@@]1(CN(CCC1)C(=O)C1=CC=C2N=CC(=NC2=C1)C=1C=C2C=CN(C(C2=CC1)=O)C)C